2-(2-isopropyl-5-methylcyclohexyl)-2-(3,3-dichloro-5-methylhexyl)-1,3-dipropoxypropane C(C)(C)C1C(CC(CC1)C)C(COCCC)(COCCC)CCC(CC(C)C)(Cl)Cl